C(C1=CC=CC=C1)OC1=C(N(C=C(C1=O)C(NCC1=C(C=C(C=C1)F)F)=O)NC(=O)OC(C)(C)C)C(=O)OC methyl 3-(benzyl oxy)-1-((tert-butoxycarbonyl)amino)-5-((2,4-difluorobenzyl)carbamoyl)-4-oxo-1,4-dihydropyridine-2-carboxylate